Cis-4-(3-fluorophenyl)-N,N-dimethyl-1,2,3,4-tetrahydronaphthalen-2-amine FC=1C=C(C=CC1)[C@@H]1C[C@@H](CC2=CC=CC=C12)N(C)C